NC([C@H](CCCCNC(=O)OCC1=CC=CC=C1)NC([C@H](C)NC(=O)[C@H]1N(C[C@@H](C1)OC1=CC=NC=C1)C(=O)OC(C)(C)C)=O)=O Tert-butyl (2S,4R)-2-(((S)-1-(((S)-1-amino-6-(((benzyloxy)carbonyl)amino)-1-oxohexan-2-yl)amino)-1-oxopropan-2-yl)carbamoyl)-4-(pyridin-4-yloxy)pyrrolidine-1-carboxylate